C[Si](C)(C)C#CCBr 3-(trimethylsilyl)propargyl bromide